FC1([C@@H](CN(C1)C1COC1)NC1=NN2C(C(=N1)OC)=C(C=C2)C=2C=CC1=C(N(N=N1)[C@@H](C(F)F)C)C2)F N-((R)-4,4-difluoro-1-(oxetan-3-yl)pyrrolidin-3-yl)-5-(1-((R)-1,1-difluoropropan-2-yl)-1H-benzo[d][1,2,3]triazol-6-yl)-4-methoxypyrrolo[2,1-f][1,2,4]triazin-2-amine